6-[bis(thenyl)aminocarbonyloxymethoxy]pyridine tert-butyl-(4S)-4-[3-(5-tert-butyl-2-pyridyl)-3-(tert-butylsulfinylamino)propyl]-2,2-dimethyl-pyrrolidine-1-carboxylate C(C)(C)(C)OC(=O)N1C(C[C@@H](C1)CCC(NS(=O)C(C)(C)C)C1=NC=C(C=C1)C(C)(C)C)(C)C.C1(=CC=CS1)CN(C(=O)OCOC1=CC=CC=N1)CC1=CC=CS1